C\C=C\C[C@H](CCCCCC)OC1=CC=C(C=C1)CCC(C)=O (S,E)-4-(4-(undec-2-en-5-yloxy)phenyl)butan-2-one